OCCNCC=1C=C(C=NC1)CNC(OC(C)(C)C)=O tert-butyl 1-(5-(((2-hydroxyethyl)amino)methyl)pyridin-3-yl)(methyl)carbamate